7-(2-chloro-4-nitrophenoxy)-[1,2,4]triazolo[1,5-a]pyridine ClC1=C(OC2=CC=3N(C=C2)N=CN3)C=CC(=C1)[N+](=O)[O-]